[Br-].OC=1C=C2CC[NH2+]C(C2=CC1)C 6-hydroxy-1-methyl-1,2,3,4-tetrahydroisoquinolin-2-ium bromide